ClC1=NC=CN=C1CC1=CC=C(C=C1)F 2-chloro-3-(4-fluorophenylmethyl)pyrazine